NC1=C(N=CC(=N1)N1CCC2(CC1)C(COC1=CC=CC=C12)N)SC1=C(C(=NC=C1)N)Cl 1'-(6-amino-5-((2-amino-3-chloro-pyridin-4-yl)thio)pyrazin-2-yl)spiro[chromane-4,4'-piperidin]-3-amine